N-(5-(3-(9H-purin-6-yl)pyridin-2-ylamino)-2-fluorophenyl)-2,5-bis(trifluoromethyl)benzamide N1=CN=C2NC=NC2=C1C=1C(=NC=CC1)NC=1C=CC(=C(C1)NC(C1=C(C=CC(=C1)C(F)(F)F)C(F)(F)F)=O)F